Cl.FC(C1=CC=2C(C=N1)=NN(C2)C2CCC(CC2)CN)(F)F 1-{(1r,4r)-4-[5-(trifluoromethyl)-2H-pyrazolo[3,4-c]pyridin-2-yl]cyclohexyl}methanamine, hydrochloride salt